ClC=1C(=NC(=NC1)NC=1C=NN(C1)C1CCOCC1)C1=CC=C(C(=O)O)C=C1 4-(5-Chloro-2-((1-(tetrahydro-2H-pyran-4-yl)-1H-pyrazol-4-yl)amino)pyrimidin-4-yl)benzoic Acid